(D)-asparagine methyl ester hydrochloride Cl.COC([C@H](N)CC(N)=O)=O